BrC1=C(C=C2CCCC2=C1[N+](=O)[O-])C(=O)OC methyl 6-bromo-7-nitro-2,3-dihydro-1H-indene-5-carboxylate